methoxypyrimidin-2-yl-methanol COC(O)C1=NC=CC=N1